ClC=1C=2C(C3=NC=CC(=C3OC2C=CC1)C1=CC=C(C=C1)N1CCN(CC1)CC1CCN(CC1)C1=CC=C2CN(C(C2=C1)=O)C1C(NC(CC1)=O)=O)=O 3-(6-(4-((4-(4-(9-chloro-10-oxo-10H-chromeno[3,2-b]pyridin-4-yl)phenyl)piperazin-1-yl)methyl)piperidin-1-yl)-1-oxoisoindolin-2-yl)piperidine-2,6-dione